CC1=CC=C(C=C1)C(N1C[C@@H](N(C[C@H]1C)C1=C(C(N(C=2C=CC(=NC12)C#N)C)=O)C#N)C)C1=CC=C(C=C1)C 8-[(2S,5R)-4-[bis(4-methylphenyl)methyl]-2,5-dimethylpiperazin-1-yl]-5-methyl-6-oxo-5,6-dihydro-1,5-naphthyridine-2,7-dicarbonitrile